3-fluoro-N-{4-fluoro-3-[5-(1H-pyrazol-4-yl)-2H-pyrazolo[3,4-b]pyridin-2-yl]phenyl}azetidine-1-carboxamide FC1CN(C1)C(=O)NC1=CC(=C(C=C1)F)N1N=C2N=CC(=CC2=C1)C=1C=NNC1